(2S,3S,4R)-1-O-(α-D-galactosyl)-2-(N-triacontanoylamino)-1,3,4-nonanetriol [C@H]1([C@H](O)[C@@H](O)[C@@H](O)[C@H](O1)CO)OC[C@@H]([C@@H]([C@@H](CCCCC)O)O)NC(CCCCCCCCCCCCCCCCCCCCCCCCCCCCC)=O